FC1=CC(=NN1)N 5-fluoro-1H-pyrazol-3-amine